Methyl 3-(((2-(4-bromophenyl)cyclopropyl)(tert-butoxycarbonyl)amino)methyl)benzoate BrC1=CC=C(C=C1)C1C(C1)N(C(=O)OC(C)(C)C)CC=1C=C(C(=O)OC)C=CC1